5-(3-fluorobenzyl)-N-(4-(5-(2-(tetrahydro-2H-pyran-4-yl)ethoxy)-2-(trifluoromethyl)phenyl)pyridin-2-yl)-4H-1,2,4-triazole-3-carboxamide FC=1C=C(CC=2NC(=NN2)C(=O)NC2=NC=CC(=C2)C2=C(C=CC(=C2)OCCC2CCOCC2)C(F)(F)F)C=CC1